3,4,6-Tri-O-acetyl-2-deoxy-2-[18F]fluoroglucopyranosyl phenylthiosulfonate C1(=CC=CC=C1)S(=S)(=O)OC1[C@@H]([C@@H](OC(C)=O)[C@H](OC(C)=O)[C@H](O1)COC(C)=O)[18F]